C(C)OC(=O)C=1C=NN(C1)C(C)C 1-(Propan-2-yl)-1H-pyrazole-4-carboxylic acid ethyl ester